C(C)N1C(C(CC1)S)=O N-ethyl-2-mercapto-4-butanolactam